ClC=1C=CC2=C([C@@H](C[C@@H](O2)C(=O)NC23CC(C2)(C3)NC(COC3=CC(=C(C=C3)Cl)F)=O)OC)C1 |r| rac-(2R,4R)-6-chloro-N-{3-[2-(4-chloro-3-fluorophenoxy)acetamido]bicyclo[1.1.1]pent-1-yl}-4-methoxy-3,4-dihydro-2H-1-benzopyran-2-carboxamide